(4-carboxyphenyl)acetone C(=O)(O)C1=CC=C(C=C1)CC(C)=O